CC(C)([13C]1=[13CH][13CH]=[13C]([13CH]=[13CH]1)O)[13C]2=[13CH][13CH]=[13C]([13CH]=[13CH]2)O bisphenol A-13C12